pelargonylperoxide C(CCCCCCCC)(=O)OOC(CCCCCCCC)=O